Cl.NC(C)C1=CC=CC(=N1)C(C(C)(O)C)(F)F 1-(6-(1-aminoethyl)pyridin-2-yl)-1,1-difluoro-2-methylpropan-2-ol hydrochloride